(5'S,7a'R)-5'-phenyltetrahydro-3'H-spiro[azetidine-3,2'-pyrrolo[2,1-b]oxazol]-3'-one C1(=CC=CC=C1)[C@@H]1CC[C@H]2OC3(C(N21)=O)CNC3